FC=1C=CC(=C(C1)NC(=O)NC1=C(C(=CC=C1)C(F)(F)F)S)CO 1-(5-fluoro-2-hydroxymethylphenyl)-3-(3-trifluoromethyl-sulphanylphenyl)urea